BrC(C(=O)OC)C1=C(C(=CC=C1)OC)C1CC1 methyl 2-bromo-2-(2-cyclopropyl-3-methoxyphenyl)acetate